ClC=1C(=C(C=CC1)O)C(=C)C 3-chloro-2-(prop-1-en-2-yl)phenol